N-(4-(2-(4-Amino-1-isopropyl-1H-pyrazol-3-yl)-3H-imidazo[4,5-b]pyridin-7-yl)-2-fluorobenzyl)-3-(tert-butyl)-1,2,4-oxadiazole-5-carboxamide NC=1C(=NN(C1)C(C)C)C1=NC=2C(=NC=CC2C2=CC(=C(CNC(=O)C3=NC(=NO3)C(C)(C)C)C=C2)F)N1